acetic acid (E)-3-phenyl-2-propenoyl ester C1(=CC=CC=C1)/C=C/C(=O)OC(C)=O